1-(4-chlorophenyl)-1,2,3,4-tetrahydroquinoxalin ClC1=CC=C(C=C1)N1CCNC2=CC=CC=C12